(6S)-6-(3-Anilino-2-chloro-phenyl)-2-imino-6-methyl-3-(tetrahydropyran-4-ylmethyl)-hexahydropyrimidin-4-one N(C1=CC=CC=C1)C=1C(=C(C=CC1)[C@@]1(CC(N(C(N1)=N)CC1CCOCC1)=O)C)Cl